(±)-trans-8-chloro-3-(2-cyanocyclopropanecarboxamido)isoquinolin-6-ylboronic acid ClC=1C=C(C=C2C=C(N=CC12)NC(=O)[C@H]1[C@@H](C1)C#N)B(O)O |r|